tert-butyl N-[[(4-amino-7-bromoquinolin-3-yl) carbamoyl] methyl]-N-ethylcarbamate NC1=C(C=NC2=CC(=CC=C12)Br)NC(=O)CN(C(OC(C)(C)C)=O)CC